4-((4-bromo-3-fluorophenoxy)methyl)pyridine BrC1=C(C=C(OCC2=CC=NC=C2)C=C1)F